9-(2-fluoroethyl)-5-methoxy-2,3,4,9-tetrahydro-1H-carbazole-4-carboxylic acid ethyl ester C(C)OC(=O)C1CCCC=2N(C3=CC=CC(=C3C12)OC)CCF